NCC1=CC=C(C(=O)N)C=C1 4-(aminomethyl)benzamide